N1=C(C=CC2=CC=NC=C12)C(=O)[O-] [1,7]naphthyridine-2-carboxylate